ClC1=C2N=C(N(C2=NC(=N1)C#CCCCCCC)[C@@H]1OCC[C@H]1O)C=1OC(=CC1)C (2R,3R)-2-(6-chloro-8-(5-methylfuran-2-yl)-2-(oct-1-yn-1-yl)-9H-purin-9-yl)tetrahydrofuran-3-ol